N1=CC=CC2=C1NC1=C(C(N2)=O)C=CC=C1 5,11-dihydro-6H-pyrido[2,3-b][1,4]Benzodiazepine-6-one